C(C=C)(=O)NCCSSCCNC(C=C)=O N,N'-Bis-(Acryloyl)Cystamin